ClC=1C=C2C3(C(N(CC2=CC1)CC)=O)CC(C3)NC 6'-chloro-2'-ethyl-3-(methylamino)-1',2'-dihydro-3'H-spiro[cyclobutane-1,4'-isoquinoline]-3'-one